C(C)SC(CC1C(C(=CC(C1)=O)OC(CC)=O)C(=O)OC)C 5-(2-Ethylthiopropyl)-4-methoxycarbonyl-3-propionyloxy-2-cyclohexene-1-one